NNCCCCCCCCCCCCCCCCCCC(=O)[O-] diazahenicosan-21-oate